(±)-2-(2,6-dioxopiperidin-3-yl)-5-(3,9-diazaspiro[5.5]undecan-3-yl)isoindoline O=C1NC(CC[C@H]1N1CC2=CC=C(C=C2C1)N1CCC2(CC1)CCNCC2)=O |r|